perfluorophenyl (P)-1-(4-bromo-5-chloro-2-methoxyphenyl)-2-oxo-1,2-dihydroquinoline-6-sulfonate BrC1=CC(=C(C=C1Cl)N1C(C=CC2=CC(=CC=C12)S(=O)(=O)OC1=C(C(=C(C(=C1F)F)F)F)F)=O)OC